[Cl-].C(CCCCCCCCC)OC(CCCCCCCCC=CC1=CC=C(C=C1)[P+](C)(C)C)OCCCCCCCCCC (4Z)-11,11-didecyloxy-4-undecenyl-trimethylphenylphosphonium chloride